CC(C(O)C1=NC=CC=C1)(C)C 2,2-dimethyl-1-(pyridin-2-yl)propan-1-ol